Di(heptadecan-9-yl)8,8'-(26,27-dimethyl-11,24,29,42-tetraoxo-10,25,28,43-tetraoxa-l-9,34-diazadopentacontane-19,34-diyl)dioctanoate CCCCCCCCC(CCCCCCCC)OC(CCCCCCCC(CCCCCCCC(ONCCCCCCCC)=O)CCCCC(O[C@H](C(OC(CCCCN(CCCCCCCC(OCCCCCCCCC)=O)CCCCCCCC(=O)OC(CCCCCCCC)CCCCCCCC)=O)C)C)=O)=O